BrC=1C(=C(C=CC1)N1N=CN=C1CNC)F 1-(1-(3-bromo-2-fluorophenyl)-1H-1,2,4-triazol-5-yl)-N-methylmethanamine